BrC1=CC2=C(N(C3=C(O2)C=C(C=C3)Br)CC=O)N=C1 2-(3,7-dibromo-10H-benzo[b]pyrido[2,3-e][1,4]oxazin-10-yl)acetaldehyde